3-aminocyclohexanecarboxylate NC1CC(CCC1)C(=O)[O-]